2-(4-{9-hydroxy-8-oxo-4-thia-2,12-diazatricyclo[7.3.0.03,7]dodeca-1,3(7),5-trien-12-yl}phenyl)-N,N-dimethylacetamide OC12C(C=3C=CSC3N=C2N(CC1)C1=CC=C(C=C1)CC(=O)N(C)C)=O